2,3,4-trifluorophenylborane FC1=C(C=CC(=C1F)F)B